1-acetyl-4-methylcyclohex-3-en-1-yl 4-(tert-butyl)benzoate C(C)(C)(C)C1=CC=C(C(=O)OC2(CC=C(CC2)C)C(C)=O)C=C1